FC(C1=NN=C(S1)N1N=CC2=CC=C(C=C12)S(=O)(=O)Cl)F (5-(difluoromethyl)-1,3,4-thiadiazol-2-yl)-1H-indazole-6-sulfonyl chloride